BrC1=C(C2=NSC(=C2S1)N(C1OCCCC1)CC1=CC=NC=C1)C 5-bromo-6-methyl-N-(pyridin-4-ylmethyl)-N-(tetrahydro-2H-pyran-2-yl)thieno[3,2-c]isothiazol-3-amine